Cl.NC1=CC(=C(C=C1)C=1C(=NC=C(C1)C1=CC(=C(C=C1)OC[C@@H]1OCCOC1)OC)N)F 3-(4-amino-2-fluorophenyl)-5-{4-[(2R)-1,4-dioxan-2-ylmethoxy]-3-methoxyphenyl}pyridin-2-amine monohydrochloride